ClC1=CC(=C(C=C1Cl)[C@@H](C1CCN(CC1)C(=O)NCCO)N[S@@](=O)C(C)(C)C)O 4-[(R)-(4,5-dichloro-2-hydroxyphenyl)([[(S)-2-methylpropane-2-sulfinyl]amino])methyl]-N-(2-hydroxyethyl)piperidine-1-carboxamide